NC=1C(NC(N(N1)C1=CC(=C(C(=C1)C)CC=1C=C2C3(C(NC2=CC1)=O)CCCC3)C)=O)=O 6-amino-2-(3,5-dimethyl-4-((2'-oxospiro[cyclopentane-1,3'-indoline]-5'-yl)methyl)phenyl)-1,2,4-triazine-3,5(2h,4h)-dione